(2-phenylcyclopropyl)-3-(propan-2-yl)-1,2,4-thiadiazole C1(=CC=CC=C1)C1C(C1)C1=NC(=NS1)C(C)C